C(C)(C)(C)OC(N(C)CC1=NC=C(C=C1)C1=CC2=C(N(C(N2C)=O)C2C(NC(CC2)=O)=O)C=C1)=O.C1(C(C(C(C(C1([2H])[2H])([2H])[2H])([2H])[2H])([2H])[2H])([2H])[2H])(C(=O)N)[2H] cyclohexanamide-d11 tert-butyl-N-({5-[1-(2,6-dioxopiperidin-3-yl)-3-methyl-2-oxo-1,3-benzodiazol-5-yl]pyridin-2-yl}methyl)-N-methylcarbamate